3-bromo-2,7-dimethyl-5,7-dihydro-4H-pyrazolo[3,4-c]pyridine-6-carboxylic acid tert-butyl ester C(C)(C)(C)OC(=O)N1C(C=2C(CC1)=C(N(N2)C)Br)C